OC[C@H]1CN(CCO1)C(=O)OC(C)(C)C (2R)-tert-butyl 2-(hydroxymethyl)morpholine-4-carboxylate